2-(2-ethoxy-3-pyridinyl)-5-isopropyl-7-methyl-N-[(5-methyl-1H-pyrazol-3-yl)methyl]imidazo[1,5-b]pyridazin-4-amine C(C)OC1=NC=CC=C1C=1C=C(C=2N(N1)C(=NC2C(C)C)C)NCC2=NNC(=C2)C